3-[4-(trifluoromethyl-sulfonyl)phenyl]azetidine FC(S(=O)(=O)C1=CC=C(C=C1)C1CNC1)(F)F